2-bromo-N-(5-(2-morpholinoethoxy)-2-(piperidin-1-yl)phenyl)thiazole-4-carboxamide lithium bistrifluoromethanesulfonimide [N-](S(=O)(=O)C(F)(F)F)S(=O)(=O)C(F)(F)F.[Li+].BrC=1SC=C(N1)C(=O)NC1=C(C=CC(=C1)OCCN1CCOCC1)N1CCCCC1